Tert-butyl (3-((5-decylbenzo[d]oxazol-2-yl)amino)propyl)carbamate C(CCCCCCCCC)C=1C=CC2=C(N=C(O2)NCCCNC(OC(C)(C)C)=O)C1